Cl.Cl.NCCC=1SC(=C(N1)C(=O)NCC1=NC=CC=C1F)C 2-(2-aminoethyl)-N-[(3-fluoropyridin-2-yl)methyl]-5-methyl-1,3-thiazole-4-carboxamide dihydrochloride